N1C(=CC2=CC=CC=C12)SC1CCC(CC1)=O 4-(indolylthio)cyclohexanone